methyl 3-chloro-5-(dimethylamino)-4-methylbenzoate ClC=1C=C(C(=O)OC)C=C(C1C)N(C)C